2-Methyl-1-propenyl-tin trichloride CC(=C[Sn](Cl)(Cl)Cl)C